C(C)(C)(C)OC(=O)N1CCC=2C1=NC1=CC(=CC=C1C2)Br 7-bromo-2,3-dihydro-1H-pyrrolo[2,3-b]quinoline-1-carboxylic acid tert-butyl ester